ClC(C(CC(=O)NC[C@@H]([C@H]([C@@H]([C@@H](CO)O)O)O)O)C1=C(C=CC=C1)CNC1(CC1)C=1C=NC=CC1C1=C(C=CC=C1)OC1CC1)CC 4-chloro-3-[(({1-[4-(2-cyclopropoxyphenyl)pyridin-3-yl]cyclopropyl}amino)methyl)phenyl]-N-[(2S,3R,4R,5R)-2,3,4,5,6-pentahydroxyhexyl]hexanamide